alpha-cyanoacrylic acid methoxyl ester O(C)OC(C(=C)C#N)=O